6-fluoro-1,4-dimethoxy-2-methylnaphthalene FC=1C=C2C(=CC(=C(C2=CC1)OC)C)OC